[Na+].[Si]([O-])([O-])([O-])[O-].[Ca+2].[Al+3] aluminum calcium silicate sodium salt